Cl.BrC1=CN=C(C(=N1)CN)Cl (6-bromo-3-chloro-pyrazin-2-yl)methanamine hydrochloride